2-chloroethyl-2-(9,11-difluoro-5-methyl-6-oxo-5,6-dihydroindolo[2,1-a]isoquinolin-5-yl)acetate ClCCOC(CC1(C(N2C(C=3C=CC=CC13)=CC=1C(=CC(=CC12)F)F)=O)C)=O